2,2-dihydroxy-1H-indene OC1(CC2=CC=CC=C2C1)O